O-phosphohomoserine ethyl-2-[3-[(3S)-3-[[(tert-butyldimethylsilyl)oxy]methyl]morpholine-4-carbonyl]pyridin-2-yl]acetate C(C)C(C(=O)O)C1=NC=CC=C1C(=O)N1[C@@H](COCC1)CO[Si](C)(C)C(C)(C)C.P(=O)(O)(O)OCC[C@H](N)C(=O)O